(2R,3'R,4'S,5'S,6'R)-3',4',5'-tris(benzyloxy)-6'-((benzyloxy)methyl)-6-methoxy-3',4',5',6'-tetrahydrospiro[chroman-2,2'-pyran] C(C1=CC=CC=C1)O[C@H]1[C@]2(O[C@@H]([C@@H]([C@@H]1OCC1=CC=CC=C1)OCC1=CC=CC=C1)COCC1=CC=CC=C1)OC1=CC=C(C=C1CC2)OC